ClC1=CC2=C(N(CN=C2N2[C@H](CN[C@@H](C2)C)C)C=2C(=NC=CC2C(C)C)C(C)C)N=C1C1=C(C=CC=C1)F 6-chloro-1-(2,4-diisopropylpyridin-3-yl)-4-((2S,5R)-2,5-dimethylpiperazin-1-yl)-7-(2-fluorophenyl)pyrido[2,3-d]pyrimidin